COC1=CC2=C(C3=C(C(N(C3=O)CCC(=O)NC)=O)S2)C=C1OC 3-(6,7-dimethoxy-1,3-dioxo-1,3-dihydro-2H-benzo[4,5]thieno[2,3-c]pyrrol-2-yl)-N-methylpropanamide